NC1C2CC2CC12CCN(CC2)C=2C(N(C(=CN2)SC2=C(C(=CC=C2)Cl)Cl)C)=O 3-(2-aminospiro[bicyclo[3.1.0]hexane-3,4'-piperidin]-1'-yl)-6-((2,3-dichlorophenyl)thio)-1-methylpyrazin-2(1H)-one